2-([1-[(2-chlorophenyl)methyl]-5-(5-methoxythien-3-yl)-1H-pyrazol-3-yl]methoxy)-2-methylpropanoic acid ClC1=C(C=CC=C1)CN1N=C(C=C1C1=CSC(=C1)OC)COC(C(=O)O)(C)C